FC1=C(C=C(C=C1)F)[C@@H]1N(C[C@H](C1)F)C=1N=C2C(=CC=NC2=CC1)NC(=O)N1C[C@H](CC1)O (S)-N-(6-((2R,4S)-2-(2,5-difluorophenyl)-4-fluoropyrrolidin-1-yl)-1,5-naphthyridin-4-yl)-3-hydroxypyrrolidine-1-carboxamide